(S)-3,5-Dimethyl-benzoic acid N-(1-tert-butyl-butyl)-N'-(2,6-difluoro-benzoyl)-hydrazide C(C)(C)(C)[C@H](CCC)N(NC(C1=C(C=CC=C1F)F)=O)C(C1=CC(=CC(=C1)C)C)=O